6-[8-[[1-(2-aminoethyl)-4,8-difluoro-6,7-dihydro-5H-cyclopenta[f]benzotriazol-6-yl]methyl]-2-oxo-1-oxa-3,8-diazaspiro[4.5]decan-3-yl]-4H-pyrazino[2,3-b][1,4]oxazin-3-one NCCN1N=NC2=C1C(=C1C(=C2F)CC(C1)CN1CCC2(CN(C(O2)=O)C2=NC3=C(OCC(N3)=O)N=C2)CC1)F